FC1=C(C=C(C=C1)O)C(=O)N1CC2(C1)CC(C2)C2=CC=NN2C2=C(C=CC=C2)C (2-fluoro-5-hydroxyphenyl)(6-(1-(o-tolyl)-1H-pyrazol-5-yl)-2-azaspiro[3.3]hept-2-yl)methanone